n-triacontylurea C(CCCCCCCCCCCCCCCCCCCCCCCCCCCCC)NC(=O)N